ethyl 2-((ethoxycarbonyl)(ethyl)amino)hexanoate C(C)OC(=O)N(C(C(=O)OCC)CCCC)CC